ClC=1C(=C(C=CC1OC1(CC1)C)NC=1C2=C(N=CN1)C=CC(=N2)N2[C@@H]1CN[C@H](C2)C1)F N-[3-chloro-2-fluoro-4-(1-methylcyclopropoxy)phenyl]-6-[(1S,4S)-2,5-diazabicyclo[2.2.1]heptan-2-yl]pyrido[3,2-d]pyrimidin-4-amine